O=C1NC(CCC1N1C(C2=CC=CC(=C2C1=O)OCC#C)=O)=O 2-(2,6-Dioxo-3-piperidyl)-4-prop-2-ynoxy-isoindoline-1,3-dione